ClC=1C=2C(N=C3N(C2C=CC1)C1=CC(=CC=C1C31CC(C1)NC)C1CCNCC1)=O 4'-chloro-3-(methylamino)-10'-(piperidin-4-yl)-5'H-spiro[cyclobutane-1,7'-indolo[1,2-a]quinazolin]-5'-one